tert-Butyl (R)-2-(2-(((5-carbamoyl-1H-imidazol-4-yl)amino)methyl)-5-chlorophenyl)azepane-1-carboxylate C(N)(=O)C1=C(N=CN1)NCC1=C(C=C(C=C1)Cl)[C@@H]1N(CCCCC1)C(=O)OC(C)(C)C